N1=CC(=CC2=CC=CC=C12)N[C@@H]1CN(CC1)C(=O)OC(C)(C)C tert-butyl (S)-3-(quinolin-3-ylamino)pyrrolidine-1-carboxylate